3-Bromo-5-isopropoxy-N-(3-((4-methoxybenzyl)oxy)-2,6-dimethylphenyl)-6-methylpyridin-2-amine BrC=1C(=NC(=C(C1)OC(C)C)C)NC1=C(C(=CC=C1C)OCC1=CC=C(C=C1)OC)C